N-(2-hydroxyethyl)-2-(((5Z,8Z,11Z,14Z,17Z)-icosa-5,8,11,14,17-pentaen-1-yl)oxy)butanamide OCCNC(C(CC)OCCCC\C=C/C\C=C/C\C=C/C\C=C/C\C=C/CC)=O